CC(C(=O)OC)(C)OC=CC(CCCCCCCC)C methyl 2-methyl-2-((3-methylundec-1-en-1-yl)oxy)propanoate